C[C@H]1CCC2=CC=3CCCC3C(=C12)NC(=O)N=[S@](=O)(N)C=1C=NN2C1OC[C@H](C2)NC (R,6S)-N'-(((S)-3-methyl-1,2,3,5,6,7-hexahydro-s-indacen-4-yl)carbamoyl)-6-(methylamino)-6,7-dihydro-5H-pyrazolo[5,1-b][1,3]oxazine-3-sulfonimidamide